3-fluoro-4-(trifluoromethyl)benzoic acid FC=1C=C(C(=O)O)C=CC1C(F)(F)F